6-(4-chlorobenzyl)-9-isopropyl-7,10-dioxo-N-phenyl-2,6,9-triazaspiro[4.5]decane-2-carboxamide ClC1=CC=C(CN2C3(CCN(C3)C(=O)NC3=CC=CC=C3)C(N(CC2=O)C(C)C)=O)C=C1